CN(C)CCC(C1=NC=CC=C1)C1=CC=C(C=C1)Cl N,N-dimethyl-3-(4-chlorophenyl)-3-(2-pyridyl)-1-propylamine